C(C1=CC=CC=C1)N(S(=O)(=O)C)C1=CC(=CC=C1)[C@@H]1N[C@H](CC1)[C@@H](O)C1=CC(=CC=C1)F N-Benzyl-N-(3-((2R,5R)-5-((S)-(3-fluorophenyl)(hydroxy)methyl)pyrrolidin-2-yl)phenyl)methanesulfonamide